2-(4,4-dimethylpiperidin-1-yl)-8-(1-hydroxyethyl)-6-methylquinazolin-4(3H)-one CC1(CCN(CC1)C1=NC2=C(C=C(C=C2C(N1)=O)C)C(C)O)C